FC=1C=C2C(=CNC2=CC1)C=1C=C(OC1)C(CC(=O)OC)=O Methyl 3-(4-(5-fluoro-1H-indol-3-yl) furan-2-yl)-3-oxopropanoate